OC[C@H]1NC2=C(C=C(C=C2NC1)S(=O)(=O)N)[N+](=O)[O-] (S)-2-(hydroxymethyl)-8-nitro-1,2,3,4-tetrahydroquinoxaline-6-sulfonamide